tert-Butyl-(5S)-2-[(1-methyl-1H-pyrazolo[3,4-b]pyridin-3-yl)methyl]-3-oxo-2,3,5,6,7,8-hexahydro[1,2,4]triazolo[4,3-a]pyridine-5-carboxylate C(C)(C)(C)OC(=O)[C@@H]1CCCC=2N1C(N(N2)CC2=NN(C1=NC=CC=C12)C)=O